BrC1=CC(=C(C(=C1)NC(C)C)NC(C)=O)F N-(4-bromo-2-fluoro-6-(isopropylamino)phenyl)acetamide